5-((5-fluoro-3-(2,2,2-trifluoroethoxy)pyridin-2-yl)oxy)-3,6-dimethyl-N-(4-methyl-1,1-dioxido-tetrahydro-2H-thiopyran-4-yl)-3H-imidazo[4,5-b]pyridine-2-carboxamide FC=1C=C(C(=NC1)OC1=C(C=C2C(=N1)N(C(=N2)C(=O)NC2(CCS(CC2)(=O)=O)C)C)C)OCC(F)(F)F